5-[5-Chloro-1-(oxazolidin-2-yl)-6-oxo-1,6-dihydropyridazin-4-yl]-1-[[2-(trifluoromethyl)phenyl]methyl]-1h,4h,5h,6h,7h-imidazo[4,5-c]pyridine-2-carboxamide ClC1=C(C=NN(C1=O)C1OCCN1)N1CC2=C(CC1)N(C(=N2)C(=O)N)CC2=C(C=CC=C2)C(F)(F)F